α-[Amino[(4-aminophenyl)thio]methylene]-2-(trifluoromethyl)benzeneacetonitrile NC(SC1=CC=C(C=C1)N)=C(C#N)C1=C(C=CC=C1)C(F)(F)F